O=C1N(CC=C1)CC1=CC=C(CN2C(NC3=C2C=CC=C3)=O)C=C1 1-(4-((2-oxo-2,5-dihydro-1H-pyrrol-1-yl)methyl)benzyl)-1,3-dihydro-2H-benzo[d]imidazol-2-one